C(C1=CC=CC=C1)N1CCC(CC1)CCNC(=O)C=1C=NC=2N(C1C)N=C(C2)C2=CC(=C(C=C2)C#N)F N-[2-(1-benzylpiperidin-4-yl)ethyl]-2-(4-cyano-3-fluorophenyl)-7-methylpyrazolo[1,5-a]pyrimidine-6-carboxamide